5-nitro-6-((oxetan-2-ylmethyl)amino)2-picolinic acid methyl ester COC(C1=NC(=C(C=C1)[N+](=O)[O-])NCC1OCC1)=O